ClC1=C(C=C(C=C1F)C=1C(=NN2C1N=C(NC2=O)S)C2OCCCC2)F 8-(4-chloro-3,5-difluorophenyl)-7-(oxan-2-yl)-2-sulfanyl-3H-pyrazolo[1,5-a][1,3,5]triazin-4-one